(1R,5S,6r)-N-(2-(1-methyl-7-(methylsulfanyl)-1H-indazol-3-yl)propan-2-yl)-3-azabicyclo[3.1.0]hexane-6-carboxamide CN1N=C(C2=CC=CC(=C12)SC)C(C)(C)NC(=O)C1[C@H]2CNC[C@@H]12